Cl.C=1N=CN2C1C(=CC=C2)N imidazo[1,5-a]pyridin-8-amine hydrochloride